NC1=C(C(=NN1C(CCO)C(F)F)C1=CC=C(C=C1)CNC(C1=C(C=CC(=C1)F)OC)=O)C(=O)N 5-amino-1-[1-(difluoromethyl)-3-hydroxy-propyl]-3-[4-[[(5-fluoro-2-methoxy-benzoyl)amino]methyl]phenyl]pyrazole-4-carboxamide